1-{8-methoxy-7-[3-(pyrrolidin-1-yl)propoxy]-5H-pyrido[4,3-b]indol-1-yl}-6-oxa-1-azaspiro[3.3]heptane COC1=CC=2C3=C(NC2C=C1OCCCN1CCCC1)C=CN=C3N3CCC31COC1